3-[amino(2H2)methyl]benzonitrile NC(C=1C=C(C#N)C=CC1)([2H])[2H]